2-((4-Chloro-2-formylphenyl)amino)-2-oxoethyl acetate C(C)(=O)OCC(=O)NC1=C(C=C(C=C1)Cl)C=O